4-methylsulfinylphenyl carbamate C(N)(OC1=CC=C(C=C1)S(=O)C)=O